6-fluoro-7-(8-methyl-2,3-dihydro-1H-pyrido[2,3-b][1,4]oxazin-7-yl)-N~2~-[6-(propan-2-yl)-5,6,7,8-tetrahydro-1,6-naphthyridin-3-yl]quinazoline-2,5-diamine FC1=C(C=2C=NC(=NC2C=C1C1=C(C2=C(OCCN2)N=C1)C)NC=1C=NC=2CCN(CC2C1)C(C)C)N